N-[7-(4-amino-5-{3-fluoro-4-[(4-methylpyrimidin-2-yl)oxy]phenyl}-7-methyl-5H-pyrrolo[3,2-d]pyrimidin-6-yl)-2H-1,3-benzodioxol-4-yl]acrylamide NC=1C2=C(N=CN1)C(=C(N2C2=CC(=C(C=C2)OC2=NC=CC(=N2)C)F)C2=CC=C(C1=C2OCO1)NC(C=C)=O)C